(4-fluorophenyl)(2-(piperazin-1-yl)pyrimidin-5-yl)methanone FC1=CC=C(C=C1)C(=O)C=1C=NC(=NC1)N1CCNCC1